N-(4-{1-[(2,6-difluorophenyl)carbonyl]piperidin-4-yl}butyl)thieno[2,3-c]pyridine-2-carboxamide FC1=C(C(=CC=C1)F)C(=O)N1CCC(CC1)CCCCNC(=O)C1=CC=2C(=CN=CC2)S1